C1(CC1)N1C(C(=C(C=C1)C=1C2=C(C(N(C1)C)=O)NC=C2)OC2=C(C=C(C=C2C)F)C)=O 4-(1-cyclopropyl-3-(4-fluoro-2,6-dimethylphenoxy)-2-oxo-1,2-dihydropyridin-4-yl)-6-methyl-1,6-dihydro-7H-pyrrolo[2,3-c]pyridin-7-one